C(C)(C)(C)OC([C@@H](NC(=O)OCC1=CC=CC=C1)CCCNC(N)=N)=O Cbz-arginine tert-butyl ester